C1CC12N(CCOC2)C=2N=CC1=C(N2)C=NN1C=1C(=C(C(=C(C1)C(F)(F)F)F)O)F 3-(5-(7-Oxa-4-azaspiro[2.5]octan-4-yl)-1H-pyrazolo[4,3-d]pyrimidin-1-yl)-2,6-difluoro-5-(trifluoromethyl)phenol